ClC1=C(C=CC=C1)C=1C=NOC1C1=CC=C(C2=CC=CC=C12)OC 4-(2-chlorophenyl)-5-(4-methoxynaphthalene-1-yl)isoxazole